5-(3-chloro-4-hydroxybenzamido)-N-(2-hydroxy-1-phenylethyl)thiazole-4-carboxamide ClC=1C=C(C(=O)NC2=C(N=CS2)C(=O)NC(CO)C2=CC=CC=C2)C=CC1O